CN1C2=C(C=3C=CC(=CC13)C#CC1CCN(CC1)C(=O)OC(C)(C)C)C=NC=C2 tert-butyl 4-[2-(5-methylpyrido[4,3-b]indol-7-yl)ethynyl]piperidine-1-carboxylate